BrC=1N(C(=C(N1)C(=O)O)Br)C=1N=C(SC1)N1CCOCC1 2,5-dibromo-1-(2-morpholinothiazol-4-yl)-1H-imidazole-4-carboxylic acid